ethylamide phenylarsonate C1(=CC=CC=C1)[As]([O-])([O-])=O.C(C)[NH-]